4-(1-(4-methoxybenzyl)-1H-pyrazol-3-yl)-6-chloropyrimidin-5-amine COC1=CC=C(CN2N=C(C=C2)C2=NC=NC(=C2N)Cl)C=C1